C1(CCC1)OC1=C(C(=O)NS(=O)(=O)N2CCCC2)C=CC(=C1)C(=O)N1CC2=C(CC1)C=1C(=CC(=C(C1OC2=O)C)N2C[C@@H](N(CC2)C)COC)C (R)-2-cyclobutoxy-4-(8-(3-(methoxymethyl)-4-methylpiperazin-1-yl)-7,10-dimethyl-5-oxo-1,3,4,5-tetrahydro-2H-chromeno[3,4-c]pyridine-3-carbonyl)-N-(pyrrolidin-1-ylsulfonyl)benzamide